C1(CC1)CNC(OC1CN(C1)C1=CC(=C(C(=C1)F)C1C(NC(CC1)=O)=O)F)=O 1-(4-(2,6-dioxopiperidin-3-yl)-3,5-difluorophenyl)azetidin-3-yl (cyclopropylmethyl)carbamate